C1(CC1)CN1C(=CC=2C1=NC(=CC2)/C(/C)=N/O)C2=NC1=C(N2C)C(=CC(=C1)C(=O)OC)OC methyl (E)-2-(1-(cyclopropylmethyl)-6-(1-(hydroxyimino)ethyl)-1H-pyrrolo[2,3-b]pyridin-2-yl)-7-methoxy-1-methyl-1H-benzo[d]imidazole-5-carboxylate